ClC1=CC=C2C(=CC(N(C2=C1)C)=O)S(=O)(=O)NC=1C(=NC(=C(C1)F)OCC(F)F)OC 7-chloro-N-[6-(2,2-difluoroethoxy)-5-fluoro-2-methoxy-3-pyridyl]-2-keto-1-methyl-quinoline-4-sulfonamide